[4-[4-[[1-[6-[2-[2-(tert-butoxycarbonylamino)ethoxy]ethoxy]hexyl]-3-carbamoyl-pyrazol-4-yl]carbamoyl]oxazol-2-yl]-2-pyridyl]-N-(cyclopropylmethyl)carbamate C(C)(C)(C)OC(=O)NCCOCCOCCCCCCN1N=C(C(=C1)NC(=O)C=1N=C(OC1)C1=CC(=NC=C1)OC(NCC1CC1)=O)C(N)=O